dichlorogallan Cl[GaH]Cl